FC1=CC2=C(NCCO2)C=C1 3,4-dihydro-7-fluoro-2H-1,4-benzoxazine